O1C2=C(NC3(C1)COC3)N=CC=C2SC2=CN=C(C(=N2)CO)N2CCC3(C(C1(CC1)CC3)N)CC2 (6-((2'H,4'H-spiro[oxetan-3,3'-pyrido[3,2-b][1,4]oxazin]-8'-yl)thio)-3-(4-amino-8-azadispiro[2.1.55.23]dodec-8-yl)pyrazin-2-yl)methanol